1,1,3,3-tetrabromo-2-iso-butyldisilazane Br[SiH](N([SiH](Br)Br)CC(C)C)Br